2-methoxy-5-(2-((2R,5S)-5-methyl-2-(2-(1-(pyrrolidin-1-yl)propan-2-yl)benzo[d]thiazol-5-yl)piperidin-1-yl)-2-oxoacetamido)nicotinamide COC1=C(C(=O)N)C=C(C=N1)NC(C(=O)N1[C@H](CC[C@@H](C1)C)C=1C=CC2=C(N=C(S2)C(CN2CCCC2)C)C1)=O